2-(6-((2-((4-(4-(dimethylamino)piperidin-1-yl)-2-methoxyphenyl)amino)thieno[2,3-d]pyrimidine-4-yl)amino)pyridin-2-yl)propan-2-ol CN(C1CCN(CC1)C1=CC(=C(C=C1)NC=1N=C(C2=C(N1)SC=C2)NC2=CC=CC(=N2)C(C)(C)O)OC)C